((S)-S-(difluoromethyl)sulfonimidoyl)-N-((2-(6-((3R,5S)-3,5-dimethylpiperazin-1-yl)pyridin-2-yl)-1,6-naphthyridin-7-yl)methyl)benzamide FC([S@](=O)(=N)C1=C(C(=O)NCC2=NC=C3C=CC(=NC3=C2)C2=NC(=CC=C2)N2C[C@H](N[C@H](C2)C)C)C=CC=C1)F